tris((2,6-dimethylheptan-4-yl)oxy)(2-ethylmethoxyphenyl)silane CC(C)CC(CC(C)C)O[Si](C1=C(C=CC=C1)OCCC)(OC(CC(C)C)CC(C)C)OC(CC(C)C)CC(C)C